C(CCC)OC1=CC=C(C=C1)CCC[C@@H](C(=O)O)N1CCN(CCN(CCN(CC1)CC(=O)[O-])CC(=O)[O-])CC(=O)[O-].[Gd+3] Gadolinium 2,2',2''-{10-[(1S)-4-(4-butoxyphenyl)-1-carboxybutyl]-1,4,7,10-tetraazacyclododecane-1,4,7-triyl}triacetate